N-(4-cyano-3-(trifluoromethyl)phenyl)-2-(4-((1-(2-(2,6-dioxopiperidin-3-yl)-1,3-dioxoisoindolin-5-yl)azetidin-3-yl)ethynyl)-1H-pyrazol-1-yl)-2-ethylbutanamide C(#N)C1=C(C=C(C=C1)NC(C(CC)(CC)N1N=CC(=C1)C#CC1CN(C1)C=1C=C2C(N(C(C2=CC1)=O)C1C(NC(CC1)=O)=O)=O)=O)C(F)(F)F